C(CCC)(=O)O[C@@H](C(=O)N)C1=CC=CC=C1 (R)-2-amino-2-oxo-1-phenylethyl butyrate